CN(C)S(=O)(=O)C1=CC=C(C=C1)N N1-dimethylsulfanilamide